4-(1-(4-fluorophenyl)-1H-pyrazol-3-yl)piperidine hydrochloride Cl.FC1=CC=C(C=C1)N1N=C(C=C1)C1CCNCC1